N(=[N+]=[N-])CC1=C(C=C(C=C1)C(F)(F)F)Cl (azidomethyl)-2-chloro-4-(trifluoromethyl)benzene